C(C)(C)(C)OC(=O)N1CC2=C(C=CC=C2CC1)O 8-Hydroxy-3,4-dihydroisoquinoline-2(1H)-carboxylic acid tert-butyl ester